CC=1N=C2C(=NC(=NC2=NC1C)N1C[C@@H](OCC1)C1=CC(=NC=C1)C)CCC(F)(F)F 6,7-dimethyl-2-((2S)-2-(2-methyl-4-pyridinyl)-4-morpholinyl)-4-(3,3,3-trifluoropropyl)pteridine